FC=1C(=C(C=CC1F)B(O)O)OC (3,4-difluoro-2-methoxyphenyl)boronic acid